tert-Butyl N-(3-(2-oxo-1,2-dihydroquinolin-1-yl)propyl)carbamate O=C1N(C2=CC=CC=C2C=C1)CCCNC(OC(C)(C)C)=O